3-bromo-2,7-dichloro-1,6-naphthyridine BrC=1C(=NC2=CC(=NC=C2C1)Cl)Cl